Cl.Cl.CC1=C(C=NC2=CC=CC=C12)C=1C=C2CCC3(CCNCC3)OC2=CC1 6-(4-methyl-3-quinolyl)spiro[chromane-2,4'-piperidine] 2HCl